1,2-ditridecyl-sn-glycero-3-phosphoethanolamine C(CCCCCCCCCCCC)OC[C@@H](OCCCCCCCCCCCCC)COP(=O)(O)OCCN